ClC=1C(=NC(=NC1)N[C@@H]1CC[C@H](CC1)NC(C)=O)C=1CN(CCC1)C(=O)C1CC1 trans-N-(4-((5-chloro-4-(1-(cyclopropanecarbonyl)-1,2,5,6-tetrahydropyridin-3-yl)pyrimidin-2-yl)amino)cyclohexyl)acetamide